C1(CC1)C1=NC=2N(C=C1)N=CC2C(=O)NC2=CC(=CC=C2)C=2NC(=C(N2)Cl)Cl 5-Cyclopropyl-N-(3-(4,5-dichloro-1H-imidazol-2-yl)phenyl)pyrazolo[1,5-a]pyrimidine-3-carboxamide